C(C)(C)C=1C=NN2C1N=CC=C2NC=2N=CN(C2)C2=CC(=C(C(=C2)OC)OC)OC 3-isopropyl-N-(1-(3,4,5-trimethoxyphenyl)-1H-imidazol-4-yl)pyrazolo[1,5-a]pyrimidin-7-amine